5-fluoro-2-(6-methoxy-2-methylindol-5-yl)-6-(piperidin-4-yl)quinoline FC1=C2C=CC(=NC2=CC=C1C1CCNCC1)C=1C=C2C=C(NC2=CC1OC)C